N[C@@H](CCC(=O)N[C@@H](CS)C(=O)NCC(=O)O)C(=O)O Gamma-L-Glutamyl-L-Cysteinylglycine